tert-butyl (E)-(2-(((2-(4,4-dimethylpentyl)benzo[d]oxazol-6-yl)oxy)methyl)-3-fluoroallyl)carbamate CC(CCCC=1OC2=C(N1)C=CC(=C2)OC\C(\CNC(OC(C)(C)C)=O)=C\F)(C)C